C(C)(C)(C)OC(=O)N1CC2=CC(=CC=C2C[C@H]1CO)F (S)-7-fluoro-3-(hydroxymethyl)-3,4-dihydroisoquinoline-2(1H)-carboxylic acid tert-butyl ester